F[C@@H]1[C@@H](C1)C(=O)NC=1N=C2N(C=C(C=C2)C2=C(C=C(C(=C2)O)F)C)C1 (1S,2S)-2-fluoro-N-(6-(4-fluoro-5-hydroxy-2-methylphenyl)imidazo[1,2-a]pyridin-2-yl)cyclopropanecarboxamide